FC=1C=C(C=CC1CN(C)CCCOC)B(O)O (3-FLUORO-4-([(3-METHOXYPROPYL)(METHYL)AMINO]METHYL)PHENYL)BORANEDIOL